OC1C[SiH](C1)NC(C=C)=O N-(3-hydroxysilacyclobut-1-yl)acrylamide